C(C)(=O)C=1C=C(C=C2C=CC(=NC12)N1CCOCC1)C 8-acetyl-6-methyl-2-morpholinoquinoline